O=C(C)NCCOCCOCCOCCOCCOCCC(=O)O 2-oxo-6,9,12,15,18-pentaoxa-3-azahenicosan-21-oic acid